OC[N+](C)(CO)CO tris-hydroxymethyl-methyl-ammonium